FC=1C=C(N)C=CC1OC1=CC=NC2=CC(=C(C=C12)OC)OCCN1CCOCC1 3-fluoro-4-{[6-methoxy-7-(2-morpholinoethoxy)quinolin-4-yl]oxy}aniline